N1=C(C=CC=C1)C=1N=NC=CC1 pyridin-2-yl-pyridazine